triazinetrione C1(=O)NC(=O)NC(=O)N1